CC1(C2=CC=CC=C2C=2C=CC(=CC12)NC=1C=NC=CC1)C N-(9,9'-dimethylfluoren-2-yl)pyridin-3-amine